tert-butyl (2-(3-(imino(5-(oxetan-3-yloxy)pyridin-2-yl)methyl)thioureido)-5-(trifluoromethyl)pyridin-3-yl)(methyl)carbamate N=C(NC(NC1=NC=C(C=C1N(C(OC(C)(C)C)=O)C)C(F)(F)F)=S)C1=NC=C(C=C1)OC1COC1